azido-2-thiouridine N(=[N+]=[N-])[C@@]1([C@H](O)[C@H](O)[C@@H](CO)O1)N1C(=S)NC(=O)C=C1